(S)-2-(1-acryloylpyrrolidin-2-yl)-1-amino-4-(4-((4-fluoropyridin-2-yl)Carbamoyl)phenyl)-1H-imidazole-5-carboxamide C(C=C)(=O)N1[C@@H](CCC1)C=1N(C(=C(N1)C1=CC=C(C=C1)C(NC1=NC=CC(=C1)F)=O)C(=O)N)N